NC=1C(=CC(=C(C(=O)OC)C1)C)C#CCN(C)C(=O)OC(C)(C)C Methyl 5-amino-4-(3-((tert-butoxy carbonyl)(methyl)amino)prop-1-yn-1-yl)-2-methylbenzoate